(cis)-3-((5-cyano-1H-pyrrolo[2,3-b]pyridin-4-yl)amino)-4-ethyl-N-isobutylpyrrolidine-1-carboxamide C(#N)C=1C(=C2C(=NC1)NC=C2)N[C@@H]2CN(C[C@@H]2CC)C(=O)NCC(C)C